C[C@@]1(C2(CC2)CCC2(C1)OCCO2)CN |r| rac-(4-Methyl-7,10-dioxadispiro[2.2.46.23]dodecan-4-yl)methanamine